3,8-diazabicyclo[3.2.1]octane-8-carboxamide C12CNCC(CC1)N2C(=O)N